N[C@@H]1CC[C@H](CC1)NC=1C=2N(N=CC1C(=NC1=C(C=CC(=C1)F)Cl)N)C=C(C2)C=2C=NN(C2)C 4-((trans-4-aminocyclohexyl)amino)-N'-(2-chloro-5-fluoro-phenyl)-6-(1-methylpyrazol-4-yl)pyrrolo[1,2-b]-pyridazine-3-carboxamidine